C[C@@H](CCC[C@@H](C)O)CCC[C@@H](CCCC(C)C)C (2R,6R,10R)-6,10,14-trimethylpentadecan-2-ol